N[C@@](CNCC1=CC=2N(N=C1)C=C(N2)[C@H](CCC(C(F)(F)F)(C)C)NC(OC(C)(C)C)=O)(C(F)(F)F)C tert-Butyl ((S)-1-(7-((((S)-2-amino-3,3,3-trifluoro-2-methylpropyl)amino)methyl)imidazo[1,2-b]pyridazin-2-yl)-5,5,5-trifluoro-4,4-dimethylpentyl)carbamate